C(\C=C\C)N1N=NC2=C1C=CC(=C2C)C(CC(=O)OCC)C2=CC=C1CCN(CC1=C2)S(=O)(=O)C2=CC=C(C=C2)O ethyl (E)-3-(1-(but-2-en-1-yl)-4-methyl-1H-benzo[d][1,2,3]triazol-5-yl)-3-(2-((4-hydroxyphenyl)sulfonyl)-1,2,3,4-tetrahydroisoquinolin-7-yl)propanoate